(S)-3-Fluoro-1-(prop-2-yn-1-yl)pyrrolidine F[C@@H]1CN(CC1)CC#C